NC1CCC2=C(N(C1=O)C)C=C(S2)Cl 6-amino-2-chloro-4-methyl-4H,5H,6H,7H,8H-thieno[3,2-b]azepin-5-one